3-(2-((morpholine-4-carbonyl)oxy)-2,2-diphenylacetoxy)spiro[bicyclo[3.2.1]octane-8,1'-pyrrolidin]-1'-ium triflate [O-]S(=O)(=O)C(F)(F)F.N1(CCOCC1)C(=O)OC(C(=O)OC1CC2CCC(C1)[N+]21CCCC1)(C1=CC=CC=C1)C1=CC=CC=C1